6-Methoxy-2-phenethyl-1-(3-phenylpropyl)-1H-benzo[d]imidazole COC=1C=CC2=C(N(C(=N2)CCC2=CC=CC=C2)CCCC2=CC=CC=C2)C1